6-methoxy-1,2,3,4-tetrahydroisoquinoline-1,1-d2-7-amine COC=1C=C2CCNC(C2=CC1N)([2H])[2H]